1-benzyl 2-methyl (2S,4R)-4-((tetrahydro-2H-pyran-2-yl)oxy)pyrrolidine-1,2-dicarboxylate O1C(CCCC1)O[C@@H]1C[C@H](N(C1)C(=O)OCC1=CC=CC=C1)C(=O)OC